dimethyl-amine HCl salt Cl.CNC